CC1(C2(C=C3C=CC=C3C1=O)CC2)C dimethylspiro[cyclopropane-1,5'-inden]-7'(6'H)-one